tributylphosphate-glycine NCC(=O)O.C(CCC)OP(=O)(OCCCC)OCCCC